C1(CCCC1)N1[C@@H](C(N(C=2C=NC(=NC12)NC1=C(C=C(C(=O)NCCN2CC3CN(CC3C2)C(=O)OC(C)(C)C)C=C1)OC)C)=O)CC tert-butyl 2-[2-[[4-[[(7R)-8-cyclopentyl-7-ethyl-5-methyl-6-oxo-7H-pteridin-2-yl]amino]-3-methoxy-benzoyl]amino]ethyl]-1,3,3a,4,6,6a-hexahydro-pyrrolo[3,4-c]pyrrole-5-carboxylate